BrC1CCC(CC1)CC(=O)OCC Ethyl 2-(4-bromocyclohexyl)acetate